C[C@@H](C(=O)N[C@@H](CO)C(=O)O)N The molecule is a dipeptide composed of L-alanine and L-serine joined by a peptide linkage. It has a role as a metabolite. It derives from a L-alanine and a L-serine.